methyl-(pyridine-2-yl)methanimine CC(=N)C1=NC=CC=C1